FC1=C(C=CC(=C1)F)[C@@H](C)OC1=CC(=CC=2N1C(=CN2)C#N)C=2N=NN(C2C)C2CCNCC2 5-[(1R)-1-(2,4-Difluorophenyl)ethoxy]-7-[5-methyl-1-(4-piperidyl)triazol-4-yl]imidazo[1,2-a]pyridine-3-carbonitrile